N-(6-chloro-3-methyl-1-(3-(1-methyl-2-oxo-1,2-dihydropyridin-4-yl)prop-2-yn-1-yl)-2,4-dioxo-1,2,3,4-tetrahydropyrimidin-5-yl)-3-(p-tolyl)propanamide ClC1=C(C(N(C(N1CC#CC1=CC(N(C=C1)C)=O)=O)C)=O)NC(CCC1=CC=C(C=C1)C)=O